CN1C=2C=CCCC2N(C2=CC=CC=C12)C 5,10-dimethyl-dihydrophenazine